C(CCCCCCCCCCCCCCCCC)OC=1C=C(CC(C(=O)O)CC(=O)O)C=C(C1OCCCCCCCCCCCCCCCCCC)OCCCCCCCCCCCCCCCCCC.ClC1=CC(=C(C2=C1NC(=N2)C(F)(F)F)N2CN(C(=CC2)C(F)(F)F)C)F 3-[7-chloro-5-fluoro-2-(trifluoromethyl)-1H-benzimidazol-4-yl]-1-methyl-6-(trifluoromethyl)pyrimidine [3,4,5-tris(octadecyloxy)benzyl]Succinate